N-(2-(2,6-dioxopiperidin-3-yl)-1-oxoisoindolin-4-yl)acrylamide O=C1NC(CCC1N1C(C2=CC=CC(=C2C1)NC(C=C)=O)=O)=O